ClC1=CC=C(C=C1)C(=O)C=1C2=C(C=3N(N1)C(=NN3)CCC3CCOCC3)N=CC(=C2)N2CCOCC2 (4-chlorophenyl){8-(morpholin-4-yl)-3-[2-(tetrahydro-2H-pyran-4-yl)ethyl]pyrido[2,3-d][1,2,4]triazolo[4,3-b]pyridazin-6-yl}methanone